6-isothiocyano-2-ethylmorpholine N(=C=S)C1OC(CNC1)CC